bis(3,5-diethyl-4-aminophenoxy)methane C(C)C=1C=C(OCOC2=CC(=C(C(=C2)CC)N)CC)C=C(C1N)CC